5-((10-(phenylethynyl)anthracene-9-yl)ethynyl)-1H-indole C1(=CC=CC=C1)C#CC1=C2C=CC=CC2=C(C2=CC=CC=C12)C#CC=1C=C2C=CNC2=CC1